C(CCC)C(CCCC)C1=CC=NC=C1 4-(1-butyl-amyl)pyridine